diethylene glycol Isopropyl methyl ether COCCOCCOC(C)C